1,6-bis-[2-methacryloxyethoxycarbonylamino]-2,4,4-trimethylhexane C(C(=C)C)(=O)OCCOC(=O)NCC(CC(CCNC(=O)OCCOC(C(=C)C)=O)(C)C)C